FC=1C=C(C=NC1C)[C@H]1N(OCC1)C(=O)C1CCN(CC1)C1=NC=CC(=N1)C1OCC1 [(3S)-3-(5-fluoro-6-methylpyridin-3-yl)-1,2-oxazolidin-2-yl]-[1-[4-(oxetan-2-yl)pyrimidin-2-yl]piperidin-4-yl]methanone